(2R,3R)-2-(3,4-dihydroxyphenyl)-8-[(2R,3R,4R)-2-(3,4-dihydroxyphenyl)-3,5,7-trihydroxy-3,4-dihydro-2H-chromen-4-yl]-3,4-dihydro-2H-chromen-3,5,7-triol OC=1C=C(C=CC1O)[C@H]1OC=2C(=C(C=C(C2C[C@H]1O)O)O)[C@@H]1[C@H]([C@H](OC2=CC(=CC(=C12)O)O)C1=CC(=C(C=C1)O)O)O